[Cl-].C(C=C)(=O)OCC[N+](CC1=CC=CC=C1)(CC)CC acryloxyethyl-diethyl-benzyl-ammonium chloride